(4-(oxetan-3-yl)piperazin-1-yl)prop-2-en-1-one O1CC(C1)N1CCN(CC1)C(C=C)=O